ClC1=NC=C(C(=N1)N1OCCC1C1=CC=CC=C1)C(F)(F)F 2-(2-chloro-5-(trifluoromethyl)pyrimidin-4-yl)-3-phenylisoxazolidine